CN(CCCNC(CC=1C=C(C=C(C1)C(=O)O)C(=O)O)=O)C 5-[2-[3-(dimethylamino)propylamino]-2-oxo-ethyl]benzene-1,3-dicarboxylic acid